ClC1=C(C(=O)NC2(CC2)C#N)C=C(C=C1)C=1C=NN(C1)C1=C(C(=NN1C)C(C(F)(F)F)(F)F)C(F)(F)F 2-Chloro-N-(1-cyanocyclopropyl)-5-[1'-methyl-3'-(1,1,2,2,2-pentafluoroethyl)-4'-(trifluoromethyl)[1,5'-bi-1H-pyrazol]-4-yl]benzamide